OCC1=CC=C(O1)/C=C/C=O (E)-3-(5-(hydroxymethyl)furan-2-yl)acrolein